thienyltin S1C(=CC=C1)[Sn]